ClC=1C=NC2=C(C=CN=C2C1)C(Br)Br 3-chloro-8-(dibromomethyl)-1,5-naphthyridine